1-(2-Fluorophenyl)-4-(1H-indol-5-yl)butane-1,4-dione FC1=C(C=CC=C1)C(CCC(=O)C=1C=C2C=CNC2=CC1)=O